(S)-(2-hydroxy-4-(4-methylthiazole-2-carboxamido)bicyclo[2.2.2]oct-1-yl)carbamic acid tert-butyl ester C(C)(C)(C)OC(NC12[C@H](CC(CC1)(CC2)NC(=O)C=2SC=C(N2)C)O)=O